ClC=1C=C(N(C1)S(=O)(=O)C1=CC=C(C)C=C1)C#CC(C)(C)O 4-chloro-2-(3-hydroxy-3-methylbut-1-yn-1-yl)-1-p-toluenesulfonyl-1H-pyrrole